C(#N)C1CN(C1)S(=O)(=O)N1C[C@H](CCC1)C(=O)N1[C@H](CC(C1)(F)F)C(=O)NCC1=CC=C(C=C1)C(F)(F)F 1-(((3S)-1-((3-cyano-1-azetidinyl)sulfonyl)-3-piperidinyl)carbonyl)-4,4-difluoro-N-(4-(trifluoromethyl)benzyl)-D-prolinamide